Tert-butyl (3-chloropropyl)(4-methylbenzyl)carbamate ClCCCN(C(OC(C)(C)C)=O)CC1=CC=C(C=C1)C